ClC1=CC(=C(COC2=NC(=NC=C2F)C2=CCC(CC2)CCO)C=C1)F 2-(4-(4-((4-Chloro-2-Fluorobenzyl)Oxy)-5-Fluoropyrimidin-2-yl)Cyclohex-3-en-1-yl)Ethan-1-ol